NC1=NNC=2C1=NC(=CC2)C2=C(C=C(C=C2)S(=O)(=O)NC2=C(C(=CC=C2)Cl)Cl)Cl 4-(3-amino-1H-pyrazolo[4,3-b]pyridin-5-yl)-3-chloro-N-(2,3-dichlorophenyl)benzenesulfonamide